C(C)(C)(C)OC(N(C)C1=C(C=C(C=C1)C=1C=C2C(=NC1)NC=C2CC)P(=O)(C)C)=O (2-(dimethylphosphoryl)-4-(3-ethyl-1H-pyrrolo[2,3-b]pyridin-5-yl)phenyl)(methyl)carbamic acid tert-butyl ester